ClC=1N=C(C2=C(N1)N(C=C2I)[C@@H]2C[C@@H]([C@@H]1[C@H]2OC(O1)(C)C)C1CN(CCC1)C(=O)OC(C)(C)C)Cl tert-butyl 3-[(3aR,4R,6R,6aS)-6-{2,4-dichloro-5-iodopyrrolo[2,3-d]pyrimidin-7-yl}-2,2-dimethyl-tetrahydro-3aH-cyclopenta[d][1,3]dioxol-4-yl]piperidine-1-carboxylate